C(C)(C)(C)OC(=O)N1CC(C1)CC(=O)O [1-(tert-butoxycarbonyl)azetidin-3-yl]acetic acid